glycolic acid diacrylate C(C=C)(=O)O.C(C=C)(=O)O.C(CO)(=O)O